ClC1=C2CN(CC2=CC=C1)C1=NC=2N(C(=C1)C=1C=NNC1)N=C(C2C(C)C)C(=O)NC2=CC(=CC=C2)OC 5-(4-chloroisoindolin-2-yl)-3-isopropyl-N-(3-methoxyphenyl)-7-(1H-pyrazol-4-yl)pyrazolo[1,5-a]pyrimidine-2-carboxamide